tert-butyl (2-fluoro-3-methoxy-6-(4,4,5,5-tetramethyl-1,3,2-dioxaborolan-2-yl)benzyl)carbamate FC1=C(CNC(OC(C)(C)C)=O)C(=CC=C1OC)B1OC(C(O1)(C)C)(C)C